3-(4-amino-1,5-dimethyl-1H-pyrazol-3-yl)-2,2-dimethylpropionitrile NC=1C(=NN(C1C)C)CC(C#N)(C)C